BrC=1C(=C2C(=NC1)NC=C2)N[C@H]2CN(CCC2)C(CC#N)=O (R)-3-(3-((5-bromo-1H-pyrrolo[2,3-b]pyridin-4-yl)amino)piperidin-1-yl)-3-oxopropanenitrile